CC(C)(C)[S@@](=O)N[C@@H](C[C@@H]1[C@H](C1)C1=CC=CC=C1)B1OC(C(O1)(C)C)(C)C |r| rac-(R)-2-methyl-N-[rac-(1R)-2-[rac-(1R,2S)-2-phenylcyclopropyl]-1-(4,4,5,5-tetramethyl-1,3,2-dioxaborolan-2-yl)ethyl]propane-2-sulfinamide